C(C(=O)C)(=O)[O-].[Ca+2].CS(=O)(=O)C=1C=C(C=CC1)NC1=CC(=NC=C1C=1N=NC=CC1)NC(C)=O.C(C(=O)C)(=O)[O-] N-(4-((3-(methylsulfonyl)phenyl)amino)-5-(pyridazin-3-yl)pyridin-2-yl)acetamide Calcium pyruvat